2-fluoro-3-((trimethylsilyl)ethynyl)pyridine tert-butyl-4-(6-methoxycarbonyl-2-methyl-3-pyridyl)piperazine-1-carboxylate C(C)(C)(C)OC(=O)N1CCN(CC1)C=1C(=NC(=CC1)C(=O)OC)C.FC1=NC=CC=C1C#C[Si](C)(C)C